heptadecan-1-yl tetracontanoate C(CCCCCCCCCCCCCCCCCCCCCCCCCCCCCCCCCCCCCCC)(=O)OCCCCCCCCCCCCCCCCC